(1-acetyl-4-piperidinyl)-4-[[5-(4-hydroxy-1-piperidinyl)-2-pyridinyl]amino]-6H-1,6-naphthyridin-5-one C(C)(=O)N1CCC(CC1)C1=NC=2C=CNC(C2C(=C1)NC1=NC=C(C=C1)N1CCC(CC1)O)=O